ClC=1C=C(C=CC1F)N(C(=O)[C@H]1N(C([C@H]([C@H]1O)O)=O)C1=NC(=CC(=C1)C(F)(F)F)C)C([2H])([2H])[2H] (2s,3s,4s)-N-(3-chloro-4-fluorophenyl)-3,4-dihydroxy-N-(methyl-d3)-1-(6-methyl-4-(trifluoromethyl)pyridin-2-yl)-5-oxopyrrolidine-2-carboxamide